ClC1=C(C=C(C(=C1)C1(COC1)OCC1=CC=C(C=C1)C(F)(F)F)C)N=CN(C)CC N'-(2-chloro-5-methyl-4-(3-((4-(trifluoromethyl)benzyl)oxy)oxetan-3-yl)phenyl)-N-ethyl-N-methylformimidamide